(E)-2-(3,5-Difluoro-4-methoxystyryl)-1-methylquinolinium iodide [I-].FC=1C=C(/C=C/C2=[N+](C3=CC=CC=C3C=C2)C)C=C(C1OC)F